(R)-N-methyl-1-(pyridin-3-yl)ethan-1-amine CN[C@H](C)C=1C=NC=CC1